1-methylpiperidine-4-amide CN1CCC(CC1)C(=O)N